C(#N)C1=CC=C(CC[C@@]2(CN(CC2)CC2=NC=C(C=C2)F)C(=O)NC2(COC2)C(F)(F)F)C=C1 (R)-3-(4-cyanophenethyl)-1-((5-fluoropyridin-2-yl)methyl)-N-(3-(trifluoromethyl)oxetan-3-yl)pyrrolidine-3-carboxamide